2-(methyl(2-((2-phenyl-7-((tetrahydro-2H-pyran-4-yl)amino)-1H-indol-5-yl)methoxy)ethyl)amino)ethane-1-ol CN(CCO)CCOCC=1C=C2C=C(NC2=C(C1)NC1CCOCC1)C1=CC=CC=C1